ONC(=O)C=1C=C2CCN3[C@H](C2=CC1)CCCC3 (S)-N-Hydroxy-1,3,4,6,7,11b-hexahydro-2H-pyrido[2,1-a]isoquinoline-9-carboxamide